BrC1=CC(=NC=C1)NC(=O)CCN1C(CNCC1)CC(=O)OC methyl 2-(1-{2-[(4-bromopyridin-2-yl)carbamoyl]ethyl}piperazin-2-yl)acetate